CC1=NC=CC(=C1)C1=NNC2=NC=C(C=C21)C(=O)N[C@H]2CN(C[C@@H]2C2=C(C=CC=C2)C(F)(F)F)CCC 3-(2-methylpyridin-4-yl)-N-((3R,4S)-1-propyl-4-(2-(trifluoromethyl)phenyl)pyrrolidin-3-yl)-1H-pyrazolo[3,4-b]pyridine-5-amide